NC1=C(C=2C(=NC=C(C2S1)F)C=1C2=C(C=3C=NC(=NC3C1F)N1CCC3N(CCCC31)C(C([2H])([2H])[2H])(C([2H])([2H])[2H])[2H])COC2)C#N 2-Amino-7-fluoro-4-(5-fluoro-3-(4-(propan-2-yl-d7)octahydro-1H-pyrrolo[3,2-b]pyridin-1-yl)-7,9-dihydrofuro[3,4-f]quinazolin-6-yl)thieno[3,2-c]pyridine-3-carbonitrile